C(C)(C)(C)C=1C=C(C=C(C1)N1N=C(C=C1C)C)[C@@H](CN1CC2(C1)CCN(CC2)C(=O)OC(C)(C)C)CC(=O)OC tert-butyl (S)-2-(2-(3-(tert-butyl)-5-(3,5-dimethyl-1H-pyrazol-1-yl)phenyl)-4-methoxy-4-oxobutyl)-2,7-diazaspiro[3.5]nonane-7-carboxylate